The molecule is a sesquiterpene that consists of cyclohexa-1,3-diene bearing a methyl substituent at position 1 and an (S)-1,2,2-trimethylcyclopent-1-yl group at position 4. It has a role as a plant metabolite. It is a sesquiterpene and an alicyclic compound. CC1=CC=C(CC1)[C@]2(CCCC2(C)C)C